((2R,3S,4R,5R)-5-(4-aminopyrrolo[2,1-f][1,2,4]triazin-7-yl)-5-cyano-3,4-dihydroxytetrahydrofuran-2-yl)methyl ((R)-2-((3-cyanobenzyl)oxy)-3-(heptadecyloxy)propyl) hydrogen phosphate P(=O)(OC[C@H]1O[C@@]([C@@H]([C@@H]1O)O)(C#N)C1=CC=C2C(=NC=NN21)N)(OC[C@@H](COCCCCCCCCCCCCCCCCC)OCC2=CC(=CC=C2)C#N)O